N-methyl-5-[(2R,5S)-5-methyl-2-piperidyl]pyridin-2-amine CNC1=NC=C(C=C1)[C@@H]1NC[C@H](CC1)C